(2S)-2-(fluoromethyl)pyrrolidine FC[C@H]1NCCC1